CN(C1=CC=C(CCNC(C2=C(C=C(C=C2)F)C(=O)N2CCC(CC2)OC2=NC=C(C=C2)C2=CC(=CC=C2)OC(F)(F)F)=O)C=C1)C N-(4-(dimethylamino)phenethyl)-4-fluoro-2-(4-((5-(3-(trifluoromethoxy)phenyl)pyridin-2-yl)oxy)piperidine-1-carbonyl)benzamide